N[C@@H](C1=CC=CC=C1)CC(=O)O L-beta-phenylalanine